BrC=1C(=CC=2C(CCC(C2C1)(C)C)(C)C)NC=1C(=CC=CC1)NC1=CC(=CC=C1)OC1=CC=2N(C3=CC=CC=C3C2C=C1)C1=NC=CC(=C1)C(C)(C)C N1-(3-Bromo-5,5,8,8-tetramethyl-5,6,7,8-tetrahydronaphthalen-2-yl)-N2-(3-((9-(4-(tert-butyl)pyridin-2-yl)-9H-carbazol-2-yl)oxy)phenyl)benzene-1,2-diamine